3-(((5-(2,2,2-trifluoroethyl)-1-((2-(trimethylsilyl)ethoxy)methyl)-1H-indazol-6-yl)oxy)methyl)isoxazole FC(CC=1C=C2C=NN(C2=CC1OCC1=NOC=C1)COCC[Si](C)(C)C)(F)F